4-((2S,5R)-2,5-diethyl-4-(1-(4-(methoxy-d3)phenyl)propyl)piperazin-1-yl)-1-methyl-2-oxo-1,2-dihydropyrido[3,2-d]pyrimidine-6-carbonitrile C(C)[C@@H]1N(C[C@H](N(C1)C(CC)C1=CC=C(C=C1)OC([2H])([2H])[2H])CC)C=1C2=C(N(C(N1)=O)C)C=CC(=N2)C#N